N(=NC1(CCCCCC1)C#N)C1(CCCCCC1)C#N azo-bis-1-cycloheptanenitrile